C1CCC12C(OCC2)=O 6-oxaspiro[3.4]octan-5-one